N1CCC(=CC1)C1=CC=C(S1)CN1C(NN=C1)=O 4-{[5-(1,2,3,6-tetrahydropyridin-4-yl)thiophen-2-yl]methyl}-2,4-dihydro-3H-1,2,4-triazol-3-one